O(O)C(C)CCC(C)OO 2,5-di(hydroperoxy)-hexane